NC1=NC=CC=C1C1=NC=2C(=NC(=CC2)C2COC2)N1C1=CC=C(CN2CCC(CC2)NC2=NC(=NC=C2)C#N)C=C1 4-((1-(4-(2-(2-aminopyridin-3-yl)-5-(oxetan-3-yl)-3H-imidazo[4,5-b]pyridin-3-yl)benzyl)piperidin-4-yl)amino)pyrimidine-2-carbonitrile